3-(6-(piperidin-3-yl)pyridin-2-yl)pyrazolo[1,5-a]pyridin-5-amine N1CC(CCC1)C1=CC=CC(=N1)C=1C=NN2C1C=C(C=C2)N